C(#N)C1=NC(=NC=N1)N[C@H]1CN(CCC1)C(=O)OC(C)(C)C tert-butyl (R)-3-((4-cyano-1,3,5-triazin-2-yl)amino)piperidine-1-carboxylate